ClC=1N=C(C2=C(N1)N(N=N2)[C@H]2[C@@H]([C@@H]([C@H](O2)COP(=O)(O)CP(O)(O)=O)O)O)NCC2=CC(=CC=C2)Cl (((((2R,3S,4R,5R)-5-(5-chloro-7-((3-chlorobenzyl)amino)-3H-[1,2,3]triazolo[4,5-d]pyrimidin-3-yl)-3,4-dihydroxytetrahydrofuran-2-yl)methoxy)(hydroxy)phosphoryl)methyl)phosphonic acid